N-(4-fluoro-3-methylphenyl)-1,2,4-trimethyl-5-(2-oxo-2-((tetrahydro-2H-pyran-4-yl)amino)acetyl)-1H-pyrrole-3-carboxamide FC1=C(C=C(C=C1)NC(=O)C1=C(N(C(=C1C)C(C(NC1CCOCC1)=O)=O)C)C)C